Cl.FC1=C(C=CC(=C1)C1CNCC1)C=1N=C2SC3=C(N2C1)C=CC(=C3)C(=O)NC (2-fluoro-4-(pyrrolidin-3-yl)phenyl)-N-methylbenzo[d]imidazo[2,1-b]thiazole-7-carboxamide hydrochloride